4,8,12-trimethyltridec-3,7,11-trienoate CC(=CCC(=O)[O-])CCC=C(CCC=C(C)C)C